2-((S)-1-(4-(6-((3-Fluoropyridin-4-yl)methoxy)pyridin-2-yl)piperidin-1-yl)ethyl)-3-(((S)-oxetane-2-yl)methyl)-3H-imidazo[4,5-b]pyridine-5-carboxylic acid FC=1C=NC=CC1COC1=CC=CC(=N1)C1CCN(CC1)[C@@H](C)C1=NC=2C(=NC(=CC2)C(=O)O)N1C[C@H]1OCC1